N-{[4-(5-methoxypyridine-3-sulfonyl)phenyl]methyl}thieno[2,3-c]pyridine-2-carboxamide COC=1C=C(C=NC1)S(=O)(=O)C1=CC=C(C=C1)CNC(=O)C1=CC=2C(=CN=CC2)S1